COC1=CC2=C(N(C=N2)C2=CC=C(C(=N2)C=2C=C(C#N)C=CC2)[C@@H](C)O)C=C1OC (R)-3-(6-(5,6-dimethoxy-1H-benzo[d]imidazol-1-yl)-3-(1-hydroxyethyl)pyridin-2-yl)benzonitrile